C(C)(C)(C)OC(=O)[C@@H]1CC[C@H](CC1)CN1CCNCC1 trans-tert-butyl-4-(piperazin-1-ylmethyl)cyclohexane-1-carboxylate